(R)-6-(cyclopropanecarboxamido)-4-((1-(difluoromethyl)-2,4,5-trimethyl-4,5-dihydro-1H-imidazo[4,5-c][1,7]naphthyridin-6-yl)amino)-N-(methyl-d3)pyridazine-3-carboxamide C1(CC1)C(=O)NC1=CC(=C(N=N1)C(=O)NC([2H])([2H])[2H])NC1=NC=CC=2C3=C([C@H](N(C12)C)C)N=C(N3C(F)F)C